BrC=1C=C(SC1)[C@@H](C)N (R)-1-(4-bromothiophen-2-yl)ethanamine